FC=1C(=NC(=NC1)NC1=CC=C(C=C1)N1CCCCC1)NC1=CC=C(C(=O)NO)C=C1 4-((5-fluoro-2-((4-(piperidin-1-yl)phenyl)amino)pyrimidin-4-yl)amino)-N-hydroxybenzamide